rac-(3R,4R)-3-(1-cyano-cyclobutylcarbamoyl)-4-{[5-(2,4-difluoro-phenyl)-isoxazole-3-carbonyl]-amino}-piperidine-1-carboxylic acid tert-butyl ester C(C)(C)(C)OC(=O)N1C[C@H]([C@@H](CC1)NC(=O)C1=NOC(=C1)C1=C(C=C(C=C1)F)F)C(NC1(CCC1)C#N)=O |r|